ortho-(benzoyloxymethyl)benzamide C(C1=CC=CC=C1)(=O)OCC1=C(C(=O)N)C=CC=C1